(2R,3R,4S,5R,6R)-4,6-bis(hexadecyloxy)-2-(hydroxymethyl)-5-methoxytetrahydro-2H-pyran-3-ol C(CCCCCCCCCCCCCCC)O[C@H]1[C@@H]([C@H](O[C@H]([C@@H]1OC)OCCCCCCCCCCCCCCCC)CO)O